C(#N)C1=CC=C(N1C1CC1)C(=O)N[C@H](C(=O)NC=1C=C2CC(CC2=CC1)(N1CC2(CC2)CNC1=O)C(NC)=O)C1CCCCC1 5-cyano-N-((1S)-1-cyclohexyl-2-((2-(methylcarbamoyl)-2-(6-oxo-5,7-diazaspiro[2.5]octan-5-yl)-2,3-dihydro-1H-inden-5-yl)amino)-2-oxoethyl)-1-cyclopropyl-1H-pyrrole-2-carboxamide